p-Phenylene bis(trimellitate) C(C=1C(C(=O)[O-])=CC(C(=O)[O-])=CC1)(=O)OC1=CC=C(C=C1)OC(C=1C(C(=O)[O-])=CC(C(=O)[O-])=CC1)=O